5-hexen-1-ol C(CCCC=C)O